2'-[6-amino-5-(trifluoromethyl)pyridin-3-yl]-N-[(pyridin-4-yl)methyl]-5',6'-dihydrospiro[pyrrolidine-3,4'-pyrrolo[1,2-b]pyrazole]-1-carboxamide NC1=C(C=C(C=N1)C=1C=C2N(N1)CCC21CN(CC1)C(=O)NCC1=CC=NC=C1)C(F)(F)F